phytanoic acid C(CC(C)CCCC(C)CCCC(C)CCCC(C)C)(=O)O